FC1(CC2(C1)CC(C2)N2N=C(C1=C2CC([C@H]1O)(F)F)C(F)(F)F)F (4S)-1-(2,2-difluorospiro[3.3]heptan-6-yl)-5,5-difluoro-3-(trifluoromethyl)-4,6-dihydrocyclopenta[c]pyrazol-4-ol